FC=1C(NC=CC1)(C1=CC=NC=C1C(=O)N)NS(NC1(CCC1)C)(=O)=O 3-fluoro-2-[(1-methylcyclobutyl)sulfamoylamino]pyridinenicotinamide